5-((1-(tert-butoxy)-1-oxopropan-2-yl)oxy)-4-formyl-6-methoxybenzo[b]thiophene-2-carboxylic acid ethyl ester C(C)OC(=O)C1=CC2=C(S1)C=C(C(=C2C=O)OC(C(=O)OC(C)(C)C)C)OC